5-(2-(trifluoromethoxy)phenyl)-2-(4-(trifluoromethyl)phenyl)Oxazole-4-carboxylic acid ethyl ester C(C)OC(=O)C=1N=C(OC1C1=C(C=CC=C1)OC(F)(F)F)C1=CC=C(C=C1)C(F)(F)F